SC1=CC=2C(C3=CC=CC=C3C2C=C1B(O)O)(C)C (2-mercapto-9,9-dimethyl-9H-fluoren-3-yl)boronic acid